C1(=CC=CC=C1)C(C(=O)NC1=C(N=CS1)C(=O)NCC1=CC=CC=C1)CC 5-(2-phenylbutyrylamino)-N-benzylthiazole-4-carboxamide